aniline hydrogen bromide Br.NC1=CC=CC=C1